BrC1=C(C(=C(C(=O)OCC)C=C1OC(F)(F)F)NC(NC(C(Cl)(Cl)Cl)=O)=O)F ethyl 4-bromo-3-fluoro-2-[(2,2,2-trichloroacetyl)carbamoylamino]-5-(trifluoromethoxy)benzoate